CN1N=CC2=CC=C(C=C12)C=1C=2C(=NN(C2C=CC1)CC(=O)NCC(=O)NCC(=O)O)C1CCN(CC1)C(CCC(C)=O)=O (2-(1'-methyl-3-(1-(4-oxopentanoyl)piperidin-4-yl)-1H,1'H-[4,6'-biindazol]-1-yl)acetyl)glycylglycine